CN1C2=C(C=C(C1=O)C(=O)NC1=CC=CC=C1)[C@H](CC2)C (5S)-1,5-Dimethyl-2-oxo-N-phenyl-6,7-dihydro-5H-cyclopenta[b]pyridine-3-carboxamide